3-chlorohexyl-L-glutamate ClC(CCN[C@@H](CCC(=O)[O-])C(=O)[O-])CCC